(3S)-3-{[2-(3-methoxyphenyl)-9-methyl[1,2,4]triazolo[1,5-c]quinazolin-5-yl]amino}piperidin-2-one COC=1C=C(C=CC1)C1=NN2C(=NC=3C=CC(=CC3C2=N1)C)N[C@@H]1C(NCCC1)=O